FC=1C(=CC(=NC1)OC)C1=CC(=NN1COCC[Si](C)(C)C)C(=O)N1C2(CC2)CC(CC1)C(=O)N 4-[5-(5-fluoro-2-methoxypyridin-4-yl)-1-{[2-(trimethylsilyl)ethoxy]methyl}pyrazole-3-carbonyl]-4-azaspiro[2.5]octane-7-carboxamide